4-amino-1-methyl-N-(2-oxo-1,3-oxazinan-3-yl)-N-((4-(trifluoromethyl)thiazol-2-yl)methyl)-1H-pyrazolo[4,3-c]quinoline-8-carboxamide NC1=NC=2C=CC(=CC2C2=C1C=NN2C)C(=O)N(CC=2SC=C(N2)C(F)(F)F)N2C(OCCC2)=O